C(C)(C)OC1=C(C=CC=C1)NC1=NC=2N(C(=C1)NC)N=CC2NC(=O)NC 1-(5-((2-isopropoxyphenyl)amino)-7-(methylamino)pyrazolo[1,5-a]pyrimidin-3-yl)-3-methylurea